2-methoxy-6-chloro-9-[3-(2-chloroethyl)aminopropylamino]acridine dihydrochloride Cl.Cl.COC1=CC2=C(C3=CC=C(C=C3N=C2C=C1)Cl)NCCCNCCCl